2,4-difluoro-N-(2-methoxy-5-(4-(piperazin-1-yl)quinazolin-6-yl)pyridin-3-yl)benzamide FC1=C(C(=O)NC=2C(=NC=C(C2)C=2C=C3C(=NC=NC3=CC2)N2CCNCC2)OC)C=CC(=C1)F